5-ethyl-5,6,7,8-tetrahydro-1,6-naphthyridine C(C)C1C=2C=CC=NC2CCN1